N-benzyl-methyl-ethanolamine C(C1=CC=CC=C1)NCC(O)C